OC(CC=CCC=CCCCCCCCCCCCCCCC(=O)[O-])C=CC=CC#CC(CC=CCC)O 22,29-dihydroxytetratriaconta-16,19,23,25,31-pentaen-27-ynoate